CC1=C(C2=C(N=N1)SC1=C2N=CN=C1NCC1=CC(=C(C=C1)C(C)(C)O)C)C 2-[4-[[(3,4-dimethylpyrimidino[4',5':4,5]thieno[2,3-c]pyridazin-8-yl)amino]methyl]-2-methyl-phenyl]propan-2-ol